(2-amino-6-(5-chloro-7-(dimethylamino)-6-fluoro-1H-indazol-4-yl)imidazo[1,2-a]pyridin-3-yl)((1s,2s)-2-fluorocyclopropyl)methanone NC=1N=C2N(C=C(C=C2)C2=C3C=NNC3=C(C(=C2Cl)F)N(C)C)C1C(=O)[C@H]1[C@H](C1)F